(2R,3S)-2,3-dihydroxy-3-(6-(1-isobutyl-1H-indazol-5-yl)pyridin-2-yl)propanamide O[C@@H](C(=O)N)[C@H](C1=NC(=CC=C1)C=1C=C2C=NN(C2=CC1)CC(C)C)O